5-fluoro-1-methyl-1H-pyrazole FC1=CC=NN1C